COC1=C(C(=CC=C1)OC)O 1,3-dimethoxy-2-hydroxybenzene